((2-(((2S)-1-((2S)-2-((2,3-dihydro-1H-inden-1-yl)carbamoyl)pyrrolidin-1-yl)-3,3-dimethyl-1-oxobutan-2-yl)carbamoyl)-1H-indol-5-yl)difluoromethyl)phosphonic acid C1(CCC2=CC=CC=C12)NC(=O)[C@H]1N(CCC1)C([C@H](C(C)(C)C)NC(=O)C=1NC2=CC=C(C=C2C1)C(F)(F)P(O)(O)=O)=O